methyl 4-(5-((3S,4S)-3-methoxy-4-(3-tridecylureido)pyrrolidin-1-yl)-4H-1,2,4-triazol-3-yl)benzoate CO[C@H]1CN(C[C@@H]1NC(=O)NCCCCCCCCCCCCC)C=1NC(=NN1)C1=CC=C(C(=O)OC)C=C1